C(OCCC(C#CC1=CC=C(C=C1)C(F)(F)F)C)([O-])=O 2-methyl-4-(4-trifluoromethylphenyl)-3-butynylmethyl carbonate